FC1(CC(C1)CN[C@@H]1[C@@H](CCCC1)N(C=1C=C2C(N(C(C2=CC1)=O)C1C(NC(CC1)=O)=O)=O)C)F 5-(((1R,2S)-2-(((3,3-difluorocyclobutyl)methyl)amino)cyclohexyl)(methyl)amino)-2-(2,6-dioxopiperidin-3-yl)isoindoline-1,3-dione